C(C)N1N=C(C(CC1=O)C1=CC(=C(C=C1)OC)F)C1=CC(=C(C=C1)OC)F 2-ethyl-5,6-bis(3-fluoro-4-methoxyphenyl)-4,5-dihydro-3(2H)-pyridazinone